C12N(CC(NC1)CC2)C=2C=C1CN(C(C1=CC2F)=O)C2C(NC(CC2)=O)=O 3-(5-(2,5-diazabicyclo[2.2.2]octan-2-yl)-6-fluoro-1-oxoisoindolin-2-yl)piperidine-2,6-dione